(S)-6-fluoro-4-(4-fluorophenyl)-N-(1-isopropylpyrrolidin-3-yl)-3,4-dihydroquinoxaline-1(2H)-carboxamide FC=1C=C2N(CCN(C2=CC1)C(=O)N[C@@H]1CN(CC1)C(C)C)C1=CC=C(C=C1)F